2-amino-5-(2-chloro-4-(((R)-2-methylpyrrolidin-1-yl)methyl)phenyl)-N-((1r,4R)-4-hydroxy-4-methylcyclohexyl)nicotinamide TFA salt OC(=O)C(F)(F)F.NC1=C(C(=O)NC2CCC(CC2)(C)O)C=C(C=N1)C1=C(C=C(C=C1)CN1[C@@H](CCC1)C)Cl